N1CC(C1)C1=CC=C(C=C1)N1N=C(C=C1C)C 1-[4-(azetidin-3-yl)phenyl]-3,5-dimethyl-pyrazole